CC1(OCCC1)C(=O)N methyl-tetrahydrofuran-2-formamide